4-((5-(dimethylamino)thiophen-2-yl)methylene)-3-ethylisoxazol-5(4H)-one CN(C1=CC=C(S1)C=C1C(=NOC1=O)CC)C